N-hydroxyethyl-aminoethane phosphate P(=O)(O)(O)O.OCCNCC